C(C)C(COCCCCN1C=[N+](C=C1)CCCCOCC(CCCC)CC)CCCC 1,3-bis(4-[(2-ethylhexan-1-yl)oxy]butyl)imidazolium